(4-chlorophenyl)-1,5-diphenyl-pentane-1,5-dione ClC1=CC=C(C=C1)C(C(=O)C1=CC=CC=C1)CCC(=O)C1=CC=CC=C1